5-(2-(3-Fluoroazetidin-1-yl)ethyl)-4-methylpyridin-2-ol FC1CN(C1)CCC=1C(=CC(=NC1)O)C